COC=1C=C2C(=C(NC2=CC1)C)C=CC(=O)C1=CC=NC=C1 3-(5-methoxy-2-methyl-1H-indol-3-yl)-1-(4-pyridinyl)-2-propen-1-one